C(=C)OC(C(C)(C)C)=O pivalic acid vinylester